3-methylglucose diisostearate C(CCCCCCCCCCCCCCC(C)C)(=O)O.C(CCCCCCCCCCCCCCC(C)C)(=O)O.C[C@]([C@H](C=O)O)(O)[C@H](O)[C@H](O)CO